C(N)(O[C@H](COCCCCCCCCCCCCCCCCCCCCCC)COC(C1=CC=CC=C1)(C1=CC=CC=C1)C1=CC=CC=C1)=O (R)-1-(docosyloxy)-3-(trityloxy)propan-2-yl carbamate